C1=C(C=CC=2C3=CC=CC=C3C=CC12)B(O)O phenanthrene-2-boronic Acid